ClC=1C=CC2=C(N(C(=N2)NC(C[C@@](C)(C2=CC=CC=C2)O)=O)C2=CC=C(C=C2)F)C1 (S)-N-(6-chloro-1-(4-fluorophenyl)-1H-benzo[d]imidazol-2-yl)-3-hydroxy-3-phenylbutanamide